3-(2-[6-({1-[2-(2,6-dioxopiperidin-3-yl)-1,3-dioxo-2,3-dihydro-1H-isoindol-5-yl]piperidin-4-yl}methyl)-2,6-diazaspiro[3.3]heptan-2-yl]pyrimidin-5-yl)-4-oxo-3,4-dihydroquinazolin O=C1NC(CCC1N1C(C2=CC=C(C=C2C1=O)N1CCC(CC1)CN1CC2(CN(C2)C2=NC=C(C=N2)N2C=NC3=CC=CC=C3C2=O)C1)=O)=O